CNC1CC(C1)C1=CC(=CC=C1)C1(CC1)C N-methyl-3-(3-(1-methylcyclopropyl)phenyl)cyclobutan-1-amine